2-((2-(1-((tert-butoxycarbonyl)(3-(6-methoxy-3-nitropyridin-2-yl)propyl)amino)-ethyl)-4-fluorophenyl)amino)-5-fluoro-4-(trifluoromethyl)benzoic acid C(C)(C)(C)OC(=O)N(C(C)C1=C(C=CC(=C1)F)NC1=C(C(=O)O)C=C(C(=C1)C(F)(F)F)F)CCCC1=NC(=CC=C1[N+](=O)[O-])OC